Cl.N[C@H](C)C=1C=C(C=C(C1)OC)C=1C=NN(C1)CC(=O)N(C)C 2-[4-[3-[(1R)-1-aminoethyl]-5-methoxy-phenyl]pyrazol-1-yl]-N,N-dimethyl-acetamide hydrogen chloride